COC(=O)N1CCCC2=CC(=CC(=C12)[N+](=O)[O-])Br 6-bromo-8-nitro-3,4-dihydroquinoline-1(2H)-carboxylic acid methyl ester